bis(acetoxy)iodine C(C)(=O)OIOC(C)=O